2-oxo-5-(4-((tetrahydro-4H-pyran-4-ylmethylene)methyl)phenyl)-6-(trifluoromethyl)-1,2-dihydropyridine-3-carboxamide O=C1NC(=C(C=C1C(=O)N)C1=CC=C(C=C1)C=CC1CCOCC1)C(F)(F)F